CC(C)(C)S 2-methyl-propane-2-thiol